[Cl-].ClC(=O)OCC[N+](C)(C)C 2-(chlorocarbonyloxy)-N,N,N-trimethyl-ethanaminium chloride